(R)-5-Chloro-4-(1H-indol-3-yl)-N-(pyrrolidin-3-yl)pyrimidin-2-amine ClC=1C(=NC(=NC1)N[C@H]1CNCC1)C1=CNC2=CC=CC=C12